(5R)-tert-butyl 2-(3-chloro-4-fluorophenyl)-5-methylpiperazine-1-carboxylate ClC=1C=C(C=CC1F)C1N(C[C@H](NC1)C)C(=O)OC(C)(C)C